ClC1=C(N=C2N1C=CC(=C2)C(=O)OC)C2=C(C=CC=C2C=2C(=NN(C2)C)F)F methyl 3-chloro-2-(2-fluoro-6-(3-fluoro-1-methyl-1H-pyrazol-4-yl)phenyl)imidazo[1,2-a]pyridine-7-carboxylate